O1C(=CC=C1)[N-]C=1OC=CC1 furylfurylamide